4-(1-(4-allyl-2-chlorophenyl)-1H-imidazol-4-yl)-N-(1-(methylsulfonyl)piperidin-4-yl)-5-(trifluoromethyl)pyrimidin-2-amine C(C=C)C1=CC(=C(C=C1)N1C=NC(=C1)C1=NC(=NC=C1C(F)(F)F)NC1CCN(CC1)S(=O)(=O)C)Cl